C(CCCCCCCCCCCCCCC)OC[C@@H](CO)O (R)-3-(hexadecyloxy)propane-1,2-diol